1-tert-butyl 2-ethyl (2R)-5-methoxypyrrolidine-1,2-dicarboxylate COC1CC[C@@H](N1C(=O)OC(C)(C)C)C(=O)OCC